ClC1=C(C(=O)NC2CC(C2)N2C3=NC=NC(=C3N=C2)NCC2CCN(CC2)CC2CCN(CC2)C=2C=C3C(N(C(C3=CC2)=O)[C@@H]2C(NC(CC2)=O)=O)=O)C(=CC=C1)Cl 2,6-dichloro-N-((1s,3s)-3-(6-(((1-((1-(2-(2,6-dioxopiperidin-3-yl)-1,3-dioxoisoindolin-5-yl)piperidin-4-yl)methyl)piperidin-4-yl)methyl)amino)-9H-purin-9-yl)cyclobutyl)benzamide